C(C)(C)(C)OC(=O)N1CCC(=CC1)C1=CC(=C(C=C1)C1=NN=C(O1)C1=CC=C(C=C1)C1=CCN(CC1)C(=O)OC(C)(C)C)F tert-Butyl 4-(4-(5-(4-(1-(tert-butoxycarbonyl)-1,2,3,6-tetrahydropyridin-4-yl)-2-fluorophenyl)-1,3,4-oxadiazol-2-yl)phenyl)-5,6-dihydropyridine-1(2H)-carboxylate